S1C=2N(N=C1)C=CN2 imidazo[2,1-b][1,3,4]thiadiazole